C(C)(=O)[O-].C(C)[NH+]1C(CCC1)CC 1,2-diethylpyrrolidinium acetate